C(C1=CC=CC=C1)OC1=C(N2C(C3=C(C=CC=C13)N1CCC(CC1)C1=CC=CC=C1)=NC=N2)C(=O)NCC(=O)OC methyl (6-(benzyloxy)-10-(4-phenylpiperidin-1-yl)-[1,2,4]triazolo[5,1-a]isoquinoline-5-carbonyl)glycinate